N-[(6-bromo-7-methoxy-4-{[(1R)-1-[3-nitro-5-(trifluoromethyl)phenyl]ethyl]amino}quinazolin-2-yl)methyl]formamide BrC=1C=C2C(=NC(=NC2=CC1OC)CNC=O)N[C@H](C)C1=CC(=CC(=C1)C(F)(F)F)[N+](=O)[O-]